[4-(o-tolyl)-2-oxo-chromen-7-yl]trifluoromethanesulfonate C1(=C(C=CC=C1)C1=CC(OC2=CC(=CC=C12)OS(=O)(=O)C(F)(F)F)=O)C